BrC=1C=C2C=CC(=NC2=CC1)C1=CC=C(OCCN2CCOCC2)C=C1 4-{2-[4-(6-bromoquinolin-2-yl)phenoxy]ethyl}morpholine